5-methyl-1-(4-nitrobenzyl)-4-(octylamino)pyrimidin-2(1H)-one CC=1C(=NC(N(C1)CC1=CC=C(C=C1)[N+](=O)[O-])=O)NCCCCCCCC